C(C)(=O)OC=1C=C(C(=O)O)C=C(C1C)OC(C)=O 3,5-diacetoxy-4-methylbenzoic acid